O=C1C[C@@H](CN1)OC(=O)N1CCN(CC1)C1=NC=2N(C=C1)N=CC2C=2C(=NC=CC2)NC2CCC2.N2CC(C2)C2=CC=C(C=C2)N2CC(C2)C(F)(F)F 1-[4-(azetidin-3-yl)phenyl]-3-(trifluoromethyl)azetidine [(3S)-5-oxopyrrolidin-3-yl]4-[3-[2-(cyclobutylamino)-3-pyridyl]pyrazolo[1,5-a]pyrimidin-5-yl]piperazine-1-carboxylate